Rac-6-[4-[(3,4-Dimethoxyphenyl)-(2-pyridyl)methyl]piperidine-1-carbonyl]-4H-1,4-benzoxazin-3-one COC=1C=C(C=CC1OC)[C@@H](C1CCN(CC1)C(=O)C=1C=CC2=C(NC(CO2)=O)C1)C1=NC=CC=C1 |r|